4-(3-((2-((2-Ethyl-4-(4-methyl-1,4-diazepan-1-yl)phenyl)amino)-5-(trifluoromethyl)pyrimidin-4-yl)amino)propyl)-1,4-oxazepan-5-on C(C)C1=C(C=CC(=C1)N1CCN(CCC1)C)NC1=NC=C(C(=N1)NCCCN1CCOCCC1=O)C(F)(F)F